tert-butyl 4-((5-bromobenzo[d]thiazol-2-yl)methyl)-4-methylpiperidine-1-carboxylate BrC=1C=CC2=C(N=C(S2)CC2(CCN(CC2)C(=O)OC(C)(C)C)C)C1